di-(2,2,6,6-tetramethyl-4-piperidyl) sebacate C(CCCCCCCCC(=O)OC1CC(NC(C1)(C)C)(C)C)(=O)OC1CC(NC(C1)(C)C)(C)C